P(=O)(OCCCCCCCCCCCC)([O-])[O-] monododecyl phosphate